3,7-diethyl-3,7-dimethylnonanone C(C)C(C(C)=O)(CCCC(CC)(C)CC)C